(3β)-3-(acetoxy)-17-(1H-benzo[d]imidazol-1-yl)androsta-5,16-diene-16-carbaldehyde C(C)(=O)O[C@@H]1CC2=CC[C@H]3[C@@H]4CC(=C([C@@]4(C)CC[C@@H]3[C@]2(CC1)C)N1C=NC2=C1C=CC=C2)C=O